C(#N)COC(CCC1=CC(=C(C=C1)O)O)=O 3-(3,4-dihydroxyphenyl)propionic acid cyanomethyl ester